8-amino-2,7-dimethyl-1-[[3-[rac-(3R,5R)-5-(4-chlorophenyl)tetrahydro-furan-3-yl]-1,2,4-oxadiazol-5-yl]methyl]purin-6-one NC1=NC=2N=C(N(C(C2N1C)=O)CC1=NC(=NO1)[C@@H]1CO[C@H](C1)C1=CC=C(C=C1)Cl)C |r|